N-(2-(furan-2-yl)-4-(1-(methylamino)ethyl)phenyl)benzenesulfonamide O1C(=CC=C1)C1=C(C=CC(=C1)C(C)NC)NS(=O)(=O)C1=CC=CC=C1